4-(3-(2-sulfamoylaminoethyl)azetidine-1-yl)-7,8-dimethoxyquinazoline S(N)(=O)(=O)NCCC1CN(C1)C1=NC=NC2=C(C(=CC=C12)OC)OC